C(CCCCCCCCCCC)[Si](OC)(OC)OC n-dodecyltrimethoxysilane